C1C(CCCCCCCC)O1 1,2-Decylenoxid